(D)-Proline N1[C@H](CCC1)C(=O)O